(4,7-dichloro-6-(4-(2-(6-hydroxy-2-azaspiro[3.3]heptane-2-yl)ethoxy)phenyl)-2H-indazol-2-yl)-2-((R)-6-fluoro-6,7-dihydro-5H-pyrrolo[1,2-c]imidazol-1-yl)acetic acid ethyl ester C(C)OC(C(C1=C2N(C=N1)C[C@@H](C2)F)N2N=C1C(=C(C=C(C1=C2)Cl)C2=CC=C(C=C2)OCCN2CC1(C2)CC(C1)O)Cl)=O